N1(CCC1)CCN1N=C(N=C1)C1=CC=C(C=C1)C1=CC=C(C=C1)C1=C(C2=C(NC(=N2)OC2CCC(CC2)CC(=O)OCC)C=C1F)F ethyl 2-((1r,4r)-4-((5-(4'-(1-(2-(azetidin-1-yl)ethyl)-1H-1,2,4-triazol-3-yl)-[1,1'-biphenyl]-4-yl)-4,6-difluoro-1H-benzo[d]imidazol-2-yl)oxy)cyclohexyl)acetate